(E)-4-(2-nitroethenyl)benzoic acid [N+](=O)([O-])/C=C/C1=CC=C(C(=O)O)C=C1